tert-Butyl (1-((14-aminotetradecyl)sulfonyl)piperidin-4-yl)carbamate NCCCCCCCCCCCCCCS(=O)(=O)N1CCC(CC1)NC(OC(C)(C)C)=O